S(=O)(=O)(ON1[C@@H]2CC[C@H](N(C1=O)C2)C(C=2SC=CN2)(F)F)[O-].[Na+] Sodium (2S,5R)-2-[difluoro(1,3-thiazol-2-yl)methyl]-7-oxo-1,6-diazabicyclo[3.2.1]octan-6-yl sulfate